NC=1C2=C(N(C(N1)=O)C=1C(=C(C#N)C=CC1)OC)N=C(C(=C2)Cl)C(C)C 3-(4-amino-6-chloro-7-isopropyl-2-oxopyrido[2,3-d]pyrimidin-1(2H)-yl)2-methoxybenzonitrile